C(#N)C=1C=C2CC[C@H](C2=CC1)NC(=O)C=1N=NN(N1)C (R)-N-(5-cyano-2,3-dihydro-1H-inden-1-yl)-2-methyl-2H-tetrazole-5-carboxamide